ClC1=CC=C(OC(C(=O)N2CCC(CC2)NC(=O)NC2=CC=CC=C2)(C)C)C=C1 1-(1-(2-(4-chlorophenoxy)-2-methylpropanoyl)piperidin-4-yl)-3-phenylurea